C(C)(=O)C=1C=C(C=CC1)NC(=O)NC=1C=C2C(N(C(=NC2=CC1)C(C)C)CCOC)=O 1-(3-acetylphenyl)-3-(2-isopropyl-3-(2-methoxyethyl)-4-oxo-3,4-dihydroquinazolin-6-yl)urea